C1(CCC1)OC[C@@H](C(=O)O)N(C(=O)OC)C1C2=CC=CC=C2C=2C=CC=CC12 (2S)-3-cyclobutyloxy-2-(9H-fluoren-9-yl-Methoxycarbonylamino)propanoic acid